2-((5-Fluoropyridin-2-yl)amino)-4-((2-methoxy-3-(1-methyl-1H-1,2,4-triazol-3-yl)phenyl)amino)pyrimidine-5-carboxylic acid FC=1C=CC(=NC1)NC1=NC=C(C(=N1)NC1=C(C(=CC=C1)C1=NN(C=N1)C)OC)C(=O)O